CN(CC[C@H](CSC1=CC=CC=C1)NC(OC(C)(C)C)=O)C tert-butyl (R)-(4-(dimethylamino)-1-(phenylthio)butan-2-yl)carbamate